N(=[N+]=[N-])[C@@H]1CN(C[C@H]1OCC1=CC(=C(C=C1)C(F)(F)F)F)C(=O)OC(C)(C)C tert-butyl (3R,4R)-3-azido-4-(3-fluoro-4-(trifluoromethyl)benzyloxy)pyrrolidine-1-carboxylate